C(C)(=O)OCCOC1=CC=C(C=C1)C[C@@H](COCC)NC1=C(C=NC2=CC=CC=C12)[N+](=O)[O-] (S)-2-(4-(3-ethoxy-2-((3-nitroquinolin-4-yl)amino)propyl)phenoxy)ethyl acetate